CC=1SC(=C(N1)C)C=1C=CC(N(N1)CC1CCN(CC1)C1=NC=C(C=C1)C)=O 6-(2,4-dimethyl-1,3-thiazol-5-yl)-2-[[1-(5-methylpyridin-2-yl)piperidin-4-yl]methyl]pyridazin-3-one